2,2,6-trimethyl-6-phenylpiperidine CC1(NC(CCC1)(C1=CC=CC=C1)C)C